C(C)(C)(C)OC(=O)N1C[C@H](CC1)NC=1C=NC=C(C1)Br (3S)-3-[(5-bromo-3-pyridyl)amino]Pyrrolidine-1-carboxylic acid tert-butyl ester